2,6-dimethoxy-N-{4-methoxy-6-[(3-methyl-1H-pyrazol-1-yl)methyl]-1,2-benzoxazol-3-yl}benzene-1-sulfonamide COC1=C(C(=CC=C1)OC)S(=O)(=O)NC1=NOC2=C1C(=CC(=C2)CN2N=C(C=C2)C)OC